FC(C=1C=C(C=C(C1)C(F)(F)F)C1=NN(C=N1)\C=C/C(=O)NN1C(N(CC1)C)=O)(F)F (Z)-3-(3-(3,5-bis(trifluoromethyl)phenyl)-1H-1,2,4-triazol-1-yl)-N-(3-methyl-2-oxoimidazolidin-1-yl)acrylamide